COCC1(CCNCC1)C 4-(methoxymethyl)-4-methylpiperidin